CC1(OB(OC1(C)C)[C@@H]1[C@H](C1)C1=C(C(=CC=C1F)F)F)C |r| racemic-4,4,5,5-tetramethyl-2-((1S,2S)-2-(2,3,6-trifluorophenyl)cyclopropyl)-1,3,2-dioxaborolane